(S)-3-((1-(7,8-dichloro-4-(1H-imidazol-1-yl)quinolin-2-yl)-5-oxopyrrolidin-2-yl)methoxy)propanoic acid ClC1=CC=C2C(=CC(=NC2=C1Cl)N1[C@@H](CCC1=O)COCCC(=O)O)N1C=NC=C1